CC1=C(C=C(C=C1)[C@H]1CC(=NO1)OC=1C=NC=CC1)OC1=CC(=CC=C1)C(F)(F)F (5R)-5-[4-methyl-3-[3-(trifluoromethyl)phenoxy]phenyl]-3-(3-pyridyloxy)-4,5-dihydroisoxazole